5-(ethylsulfonyl)-1-methyl-4-[3-methyl-6-(trifluoromethyl)-3H-imidazo[4,5-c]pyridin-2-yl]-1H-imidazole-2-carboxamide C(C)S(=O)(=O)C1=C(N=C(N1C)C(=O)N)C1=NC2=C(C=NC(=C2)C(F)(F)F)N1C